C(C(=C)C)(=O)O[NH3+].C(=C)[Si](O[Si](O[Si](C)(C)C)(O[Si](C)(C)C)O[Si](C)(C)C)(O[Si](C)(C)C)C=C divinyl tetra(trimethylsiloxy) disiloxane Ammonio Methacrylate